[Na+].C(CCCCCCCCC(=O)[O-])(=O)[O-].[Na+] sodium sebacate monosodium salt